Lithium 2-(2'-(5-fluoropyridin-2-yl)-5'H,7'H-spiro[cyclopropane-1,6'-pyrazolo[5,1-b][1,3]oxazin]-3'-yl)-2-hydroxy-4,4,5,5-tetramethyl-1,3,2-dioxaborolan-2-uide FC=1C=CC(=NC1)C1=NN2C(OCC3(C2)CC3)=C1[B-]1(OC(C(O1)(C)C)(C)C)O.[Li+]